C(C1=CC=C(C(=O)O)C=C1)(=O)O.C1(CCCCC1CO)CO 6-cyclohexanedimethanol terephthalate